4-bromo-5-methylpyridazine-3,6-diol BrC1=C(N=NC(=C1C)O)O